(5aS,6R,11bS)-14-(cyclopropylmethyl)-10-methoxy-4-methyl-3-(2-(4-methyl-1H-pyrazol-1-yl)ethyl)-2,3,4,5,6,7-hexahydro-6,11b-(epiminoethano)naphtho[1,2-d]azepin-5a(1H)-ol C1(CC1)CN1CC[C@]23CCN(C(C[C@]2([C@H]1CC1=CC=C(C=C13)OC)O)C)CCN1N=CC(=C1)C